(8-(4-methyl-6-((5-methyl-1H-pyrazol-3-yl)amino)pyridin-2-yl)-3,8-diazabicyclo[3.2.1]oct-3-yl)methanone CC1=CC(=NC(=C1)NC1=NNC(=C1)C)N1C2CN(CC1CC2)C=O